copper (I) 3-methylsalicylate CC1=C(C(C(=O)[O-])=CC=C1)O.[Cu+]